The molecule is an acetate salt obtained by combining icatibant with acetic acid. Used for the treatment of acute attacks of hereditary angioedema in adult patients. It has a role as a beta-adrenergic antagonist, a bradykinin receptor antagonist and a peptidomimetic. It contains an icatibant. CC(=O)O.C1CC[C@H]2[C@@H](C1)C[C@H](N2C(=O)[C@H]3CC4=CC=CC=C4CN3C(=O)[C@H](CO)NC(=O)[C@H](CC5=CC=CS5)NC(=O)CNC(=O)[C@@H]6C[C@H](CN6C(=O)[C@@H]7CCCN7C(=O)[C@H](CCCN=C(N)N)NC(=O)[C@@H](CCCN=C(N)N)N)O)C(=O)N[C@@H](CCCN=C(N)N)C(=O)N